methyl 4-(4-((tert-butoxycarbonyl)amino)-3-fluorophenoxy)picolinate C(C)(C)(C)OC(=O)NC1=C(C=C(OC2=CC(=NC=C2)C(=O)OC)C=C1)F